FC=1C=C2C(=C(C=NC2=CC1)C(=O)N1CCN(CC1)S(=O)(=O)C)C1=CC=C(C=C1)C1(CCC1)C#N 1-(4-(6-fluoro-3-(4-(methylsulfonyl)piperazine-1-carbonyl)quinolin-4-yl)phenyl)cyclobutanecarbonitrile